3-methyl-1-(1-methyl-1H-pyrazol-5-yl)piperazine hydrochloride Cl.CC1CN(CCN1)C1=CC=NN1C